4-(5-chloro-6-fluorobenzofuran-2-yl)-5,6,7,8-tetrahydroisoquinolin-8-ylpropionamide ClC=1C(=CC2=C(C=C(O2)C2=CN=CC=3C(CCCC23)C(C(=O)N)C)C1)F